N-(3-(3-((1H-indazol-5-yl)amino)-5-methyl-1H-pyrazol-1-yl)phenyl)-1H-imidazole-4-carboxamide N1N=CC2=CC(=CC=C12)NC1=NN(C(=C1)C)C=1C=C(C=CC1)NC(=O)C=1N=CNC1